2-(2-methyl-6-(5-oxa-8-azaspiro[3.5]nonan-8-yl)pyridin-3-yl)spiro[3.3]heptane-2,6-diamine CC1=NC(=CC=C1C1(CC2(C1)CC(C2)N)N)N2CCOC1(CCC1)C2